calcium heneicosanoate C(CCCCCCCCCCCCCCCCCCCC)(=O)[O-].[Ca+2].C(CCCCCCCCCCCCCCCCCCCC)(=O)[O-]